2-methyl-N-[(1s,4s)-4-{[2-(trifluoromethyl)quinolin-4-yl]amino}cyclohexyl]propanamide CC(C(=O)NC1CCC(CC1)NC1=CC(=NC2=CC=CC=C12)C(F)(F)F)C